O1COCC2=C1C=CC(=C2)C(N2CCN(CC2)C(=O)N2N=C(N=C2)C#N)C=2C=NC(=CC2)OC 1-(4-((4H-benzo[d][1,3]dioxin-6-yl)(6-methoxypyridin-3-yl)methyl)piperazine-1-carbonyl)-1H-1,2,4-triazole-3-carbonitrile